C1=CC=C(C=C1)P(=O)(CCCCP(=O)(C2=CC=CC=C2)C3=CC=CC=C3)C4=CC=CC=C4 butane-1,4-diylbis(diphenylphosphine oxide)